5-methyl-5H-pyrido[3,2-b]indole CN1C2=C(C=3C=CC=CC13)N=CC=C2